7-((3s,6s)-6-(azetidin-1-ylmethyl)tetrahydro-2H-pyran-3-yl)-5-(2-fluoro-4-phenoxyphenyl)imidazo[5,1-f][1,2,4]triazin-4-amine N1(CCC1)C[C@@H]1CC[C@H](CO1)C1=NC(=C2C(=NC=NN21)N)C2=C(C=C(C=C2)OC2=CC=CC=C2)F